C(CCCCCC=C)OC1=C(C=C(C(=O)OC)C=C1O)O methyl 4-(7-octenyloxy)-3,5-dihydroxybenzoate